5-bromo(2-thienyl)-N-(2-fluorophenyl)carboxamide BrC=1C=CC(=C(C1)NC(=O)C=1SC=CC1)F